N1=CC(=CC=C1)CNC(=O)[C@]12[C@@H]([C@@H]3[C@H](C=N1)[C@@H](CN3CC(C)C)C2)CC(C)C |o1:10,11,12,13,16| (3S*,3aR*,6S*,7R*,7aR*)-N-(pyridin-3-yl)methyl-1,7-diisobutyl-1,2,3,3a,7,7a-hexahydro-6H-3,6-methanopyrrolo[3,2-c]pyridine-6-carboxamide